sodium dioctyl sulfosuccinate perfluorobutanesulfonate FC(C(C(C(F)(F)F)(F)F)(F)F)(S(=O)(=O)[O-])F.S(=O)(=O)(O)C(C(=O)OCCCCCCCC)CC(=O)OCCCCCCCC.[Na+]